5-(hydroxymethyl)-3,5-dimethyloxazolidine-2-thion OCC1(CN(C(O1)=S)C)C